C(=C)N1C=[N+](C=C1)CC 1-vinyl-3-ethylimidazolium